C(CCC)N1C2=NC=NC(=C2N=C1CC1=CC(=C(C(=C1)OC)OC)OC)N 9-butyl-8-(3,4,5-trimethoxybenzyl)-9h-purin-6-amine